CC1(CS(C1)(=O)=O)N1N=NC(=C1)C(=O)NCC=1SC(=NN1)C1=CC=CC=C1 1-(3-methyl-1,1-dioxidothietan-3-yl)-N-((5-phenyl-1,3,4-thiadiazol-2-yl)methyl)-1H-1,2,3-triazole-4-carboxamide